C(=O)O.CNC(N)=O 3-methylurea formate